(1-(cyclopropylsulfonyl)-1H-pyrazol-4-yl)-N-(5-((1-(2-fluoroethyl)-1H-pyrazol-4-yl)ethynyl)-4-isopropoxypyridin-2-yl)pyrimidin-4-amine C1(CC1)S(=O)(=O)N1N=CC(=C1)C1=NC=CC(=N1)NC1=NC=C(C(=C1)OC(C)C)C#CC=1C=NN(C1)CCF